2-Cyclopropyl-N-(6-(difluoromethyl)pyridin-2-yl)-7-isobutoxyimidazo[1,2-a]pyridine-6-carboxamide C1(CC1)C=1N=C2N(C=C(C(=C2)OCC(C)C)C(=O)NC2=NC(=CC=C2)C(F)F)C1